cyclononadecane-7-carboxamide C1CCCCCC(CCCCCCCCCCCC1)C(=O)N